C(C)N1N=C(C=C1C1=NNC(=N1)C1=C2C=NN(C2=CC(=C1)C(=O)N)CCN1C[C@@H](OCC1)COC)C 4-[3-(1-ethyl-3-methyl-1H-pyrazol-5-yl)-1H-1,2,4-triazol-5-yl]-1-{2-[(2R)-2-(methoxymethyl)morpholin-4-yl]ethyl}-1H-indazole-6-carboxamide